C/C(/C=O)=C\C(CC=C(C)C)C (E)-2,4,7-trimethyloctan-2,6-dienal